1-(4-(1-(2',4'-difluoro-[1,1'-biphenyl]-4-yl)-1H-benzo[d]imidazol-6-yl)phenyl)-3-(2-(dimethylamino)ethyl)urea FC1=C(C=CC(=C1)F)C1=CC=C(C=C1)N1C=NC2=C1C=C(C=C2)C2=CC=C(C=C2)NC(=O)NCCN(C)C